FC1=C(C(=C(C(=C1C1=CC=C(C=C1)N)F)C1=CC=C(C=C1)N)F)C1=CC=C(C=C1)N 1,3,5-trifluoro-2,4,6-tris(4-aminophenyl)benzene